COC(C1=CN=C(C=C1)N1N=C(C=C1C)C(F)(F)F)=O 6-(5-Methyl-3-(trifluoromethyl)-1H-pyrazol-1-yl)nicotinic acid methyl ester